CC(=O)N[C@H]1[C@H]([C@@H]([C@H](O[C@@H]1OP(=O)([O-])OP(=O)([O-])OC[C@@H]2[C@H]([C@H]([C@@H](O2)N3C=CC(=O)NC3=O)O)O)C(=O)[O-])O)O The molecule is a UDP-N-acetyl-D-mannosaminouronate(3-) in which the anomeric centre of the pyranose fragment has alpha-configuration. It is a conjugate base of an UDP-N-acetyl-alpha-D-mannosaminouronic acid.